2-[[6-[[tert-butyl(dimethyl)silyl]oxymethyl]imidazo[1,2-a]pyridin-2-yl]methyl]-2,7-naphthyridin-1-one [Si](C)(C)(C(C)(C)C)OCC=1C=CC=2N(C1)C=C(N2)CN2C(C1=CN=CC=C1C=C2)=O